ClC=1C=CC2=C(N=C(O2)C2=CC=C(C=C2)NC(=O)C2COCC2)C1 N-[4-(5-Chloro-1,3-benzoxazol-2-yl)phenyl]tetrahydrofuran-3-carboxamid